6-chloro-2-((tetrahydrofuran-3-yl)methyl)-2H-pyrazolo[3,4-b]pyridine ClC=1C=CC=2C(N1)=NN(C2)CC2COCC2